(2,4-dichlorophenyl)valeraldehyde ClC1=C(C=CC(=C1)Cl)C(C=O)CCC